ClC=1C=C(C=C(C1)C=1C(=C(C=C(C1)C(C)(CC(C)(C)C)C)N1C2=CC=C(C=C2C=2C=C(C=CC12)C(C)(C)C)C(C)(C)C)O)C 5'-chloro-3-(3,6-di-tert-butyl-9H-carbazol-9-yl)-3'-methyl-5-(2,4,4-trimethylpentan-2-yl)biphenyl-2-ol